2-(2,6-Dioxo-3-piperidyl)-4-[[3-[2-(methylamino)ethoxy]cyclobutyl]amino]isoindoline-1,3-dione O=C1NC(CCC1N1C(C2=CC=CC(=C2C1=O)NC1CC(C1)OCCNC)=O)=O